OC1C2(CC3NN4C(C(N31)=O)=CC(C=C4)=O)CCN(CC2)C(=O)[O-] hydroxy-8',10'-dioxo-3a',4',8',10'-tetrahydro-1'H,3'H-spiro[piperidine-4,2'-pyrido[2,1-f]pyrrolo[2,1-c][1,2,4]triazine]-1-carboxylate